3-((4aS,5S)-3-((1,1,1-trifluoro-2-methylpropan-2-yl)carbamoyl)-4,4a,5,5a-tetrahydro-1H-cyclopropa[4,5]cyclopenta[1,2-c]pyrazol-1-yl)pyrazine 1-oxide FC(C(C)(C)NC(=O)C=1C2=C(N(N1)C=1C=[N+](C=CN1)[O-])C1[C@H](C2)C1)(F)F